2-(Benzo[b]thiophen-3-yl)-8-ethyl-5-(((1R,3R)-3-methylcyclohexyl)oxy)quinoline S1C2=C(C(=C1)C1=NC3=C(C=CC(=C3C=C1)O[C@H]1C[C@@H](CCC1)C)CC)C=CC=C2